IC1=C(C(=CN=N1)C(=O)[O-])C 6-iodo-5-methylpyridazine-4-carboxylate